(1r)-potassium bromide [Br-].[K+]